ClC=1C=CC(=C(C1)[C@@H](CCNC)CCN1CC(CC1)(C)C)C (S)-3-(5-chloro-2-methylphenyl)-5-(3,3-dimethylpyrrolidin-1-yl)-N-methylpentan-1-amine